[Br-].C(CC)OC(=O)C=1C=C(C=CC1)P 3-(propylcarboxyl)phenylphosphine bromide